5-(4,4,5,5-tetramethyl-1,3,2-dioxaborolan-2-yl)-2-[9,9-di(n-octyl)fluorene-2-yl]pyridine CC1(OB(OC1(C)C)C=1C=CC(=NC1)C1=CC=2C(C3=CC=CC=C3C2C=C1)(CCCCCCCC)CCCCCCCC)C